3-glycidylethoxypropyl-triethoxysilane C(C1CO1)CCOCCC[Si](OCC)(OCC)OCC